N-((1-((2-((2-(1,4-diazepan-1-yl)pyrimidin-5-yl)oxy)-6-(3,5-dichloro-phenyl)pyridin-4-yl)methyl)piperidin-4-yl)methyl)acetamide N1(CCNCCC1)C1=NC=C(C=N1)OC1=NC(=CC(=C1)CN1CCC(CC1)CNC(C)=O)C1=CC(=CC(=C1)Cl)Cl